CC1=C(C(=CC=C1)C)N1C[C@@H](CC1)N1C(N(C=2C(C1)=CN(N2)C)CC2=C(C=CC=C2)C(F)(F)F)=O 5-[(R)-1-(2,6-Dimethyl-phenyl)-pyrrolidin-3-yl]-2-methyl-7-(2-trifluoromethyl-benzyl)-2,4,5,7-tetrahydro-pyrazolo[3,4-d]pyrimidin-6-on